N-benzyl-3,6-dimethyl-[1,2]oxazolo[5,4-d]pyrimidin-4-amine C(C1=CC=CC=C1)NC1=C2C(=NC(=N1)C)ON=C2C